2-(2-((7-(3-(aminomethyl)phenyl)-2-(((ethoxycarbonyl)amino)methyl)benzofuran-5-yl)methoxy)phenyl)acetic acid NCC=1C=C(C=CC1)C1=CC(=CC=2C=C(OC21)CNC(=O)OCC)COC2=C(C=CC=C2)CC(=O)O